BrCCCOC1=CC=C(C=C1)C(C=CC1=CC=C(C=C1)F)=O 1-(4-(3-bromopropyloxy)phenyl)-3-(4-fluorophenyl)-2-propen-1-one